O1C[C@@H](OC2=NC=CC=C21)C2=CC=C(CN(C)CC)C=C2 N-{4-[(3S)-2,3-dihydro[1,4]dioxino[2,3-b]pyridin-3-yl]benzyl}-N-methylethylamine